O(O)C1(C=C(C(C(=C1)C)=O)C)C 4-hydroperoxy-2,4,6-trimethylcyclohex-2,5-dien-1-one